C[C@H]1CCO[C@H](C1)C=C(C)C The molecule is a rose oxide that has R configuration at position 2 and S configuration at position 4. Also known as (+)-cis-rose oxide. It is an enantiomer of a (2S,4R)-rose oxide.